1-(1-benzylpyrrolidine-3-yl)-3-(2-fluorophenyl)thiourea C(C1=CC=CC=C1)N1CC(CC1)NC(=S)NC1=C(C=CC=C1)F